hexadecyldiethyl[3-(trimethoxysilyl)propyl]ammonium chloride [Cl-].C(CCCCCCCCCCCCCCC)[N+](CCC[Si](OC)(OC)OC)(CC)CC